(R)-5,5-dimethyl-3-(1'-(methylsulfonyl)spiro[cyclobutane-1,3'-indolin]-6'-yl)-1-((2-((1-(pyridin-3-yl)ethyl)amino)pyridin-4-yl)methyl)imidazolidine-2,4-dione CC1(C(N(C(N1CC1=CC(=NC=C1)N[C@H](C)C=1C=NC=CC1)=O)C1=CC=C2C3(CN(C2=C1)S(=O)(=O)C)CCC3)=O)C